(S)-Benzyl 1-(4-(2-amino-4-cyanophenyl)pyridin-2-yl)but-3-enylcarbamate NC1=C(C=CC(=C1)C#N)C1=CC(=NC=C1)[C@H](CC=C)NC(OCC1=CC=CC=C1)=O